CC1=CC=CC(=N1)C1=C(N=NN1)C1=NC2=CC(=CN=C2C=C1)C=1C(=NNC1)C(F)(F)F 2-[5-(6-methyl-2-pyridyl)-1H-triazol-4-yl]-7-[3-(trifluoromethyl)-1H-pyrazol-4-yl]-1,5-naphthyridine